FC(C(=O)O)(F)F.NNCCCCCCC(=O)N diazaoctane-8-carboxamide trifluoroacetate